((2-chloro-3-(oxazol-2-yl) phenyl) thio) pyrazine-2-carboxylate N1=C(C=NC=C1)C(=O)OSC1=C(C(=CC=C1)C=1OC=CN1)Cl